7-hydroxy-2-[2-(4-methoxyphenyl)ethyl]chromone OC1=CC=C2C(C=C(OC2=C1)CCC1=CC=C(C=C1)OC)=O